2-(1-(2,6-dioxopiperidin-3-yl)-3-ethyl-2-oxo-2,3-dihydro-1H-benzo[d]imidazol-4-yl)acetaldehyde O=C1NC(CCC1N1C(N(C2=C1C=CC=C2CC=O)CC)=O)=O